C1=C(C=CC2=CC=CC=C12)C1=CC=C(N=N1)NC1CC(NC(C1)(C)C)(C)C 6-(naphthalen-2-yl)-N-(2,2,6,6-tetramethylpiperidin-4-yl)pyridazin-3-amine